(R)-N-(4-fluoro-5-((3-((6-methoxypyrimidin-4-yl)oxy)pyrrolidin-1-yl)methyl)thiazol-2-yl)propionamide FC=1N=C(SC1CN1C[C@@H](CC1)OC1=NC=NC(=C1)OC)NC(CC)=O